(1,1,2,2-tetrafluoroethyl) (2,2,3,3,3-pentafluoro-n-propyl) ether FC(COC(C(F)F)(F)F)(C(F)(F)F)F